N-benzyl-N-(4-fluorophenyl)-4-(2-isopropylbenzoylamino)benzamide C(C1=CC=CC=C1)N(C(C1=CC=C(C=C1)NC(C1=C(C=CC=C1)C(C)C)=O)=O)C1=CC=C(C=C1)F